FC=1C(=C(C=CC1F)[C@H]1[C@H](O[C@]([C@H]1C)(C)C(F)F)C(=O)NC1=CC(=NC=C1)C(=O)N)OC (2S,3S,4S,5S)-4-[[3-(3,4-difluoro-2-methoxy-phenyl)-5-(difluoromethyl)-4,5-dimethyltetrahydrofuran-2-carbonyl]amino]pyridine-2-carboxamide